methyl 1H-pyrazole-4-carboxylate N1N=CC(=C1)C(=O)OC